methyl-1-naphthaleneacetic acid CC1=C(C2=CC=CC=C2C=C1)CC(=O)O